CC1=NC(=CC(=C1)C=1NC2=CC=C(C=C2C1C(C)C)C1CCN(CC1)CC(C(=O)O)(C)C)C 3-(4-(2-(2,6-dimethylpyridin-4-yl)-3-isopropyl-1H-indol-5-yl)piperidin-1-yl)-2,2-dimethylpropionic acid